C(C)OCCCN1N=CC2=CC=CC=C12 1-(3-Ethoxypropyl)indazol